NC1=C(C(=O)N)C(=CC(=C1)OCC1CC1)F 2-amino-4-(cyclopropylmethoxy)-6-fluorobenzamide